5-(((1R,1aS,6bR)-1-(6-(Trifluoromethyl)-1H-benzo[d]imidazol-2-yl)-1a,6b-dihydro-1H-cyclopropa[b]benzofuran-5-yl)oxy)-3,4-dihydro-1,8-naphthyridin-2(1H)-on FC(C=1C=CC2=C(NC(=N2)[C@@H]2[C@H]3OC4=C([C@H]32)C=C(C=C4)OC4=C3CCC(NC3=NC=C4)=O)C1)(F)F